C(C)OC(=O)C1=C(C(=NN1C1CCCC1)C1=CC=C(C=C1)Br)C#N Ethyl-3-(4-bromophenyl)-4-cyano-1-cyclopentyl-1H-pyrazole-5-carboxylate